C(C)OCN1N=CC(=C1)C1(CC1)N 1-[1-(ethoxymethyl)pyrazol-4-yl]cyclopropylamine